[6-[6-[(tert-butoxycarbonylamino)methyl]-5-methyl-2-pyridyl]-7-(2,4-difluoro-6-isopropoxy-phenyl)thieno[3,2-c]pyridin-4-yl] trifluoromethanesulfonate FC(S(=O)(=O)OC1=NC(=C(C2=C1C=CS2)C2=C(C=C(C=C2OC(C)C)F)F)C2=NC(=C(C=C2)C)CNC(=O)OC(C)(C)C)(F)F